CC1=CC(=NC=C1C1=C2C(=C3C=C(N=CC3=C1)NC)NC=N2)[C@H](CC)O (S)-1-(4-methyl-5-(8-(methylamino)-1H-imidazo[4,5-f]isoquinolin-4-yl)pyridin-2-yl)propan-1-ol